NC1=NC(N(C=C1)C1=CC=C(C=C1)CC(CC(C)C)N1CC2C(C2C1)CNC(OC(C)(C)C)=O)=O tert-butyl ((exo-3-(1-(4-(4-amino-2-oxopyrimidin-1(2H)-yl)phenyl)-4-methylpentan-2-yl)-3-azabicyclo[3.1.0]hexan-6-yl)methyl)carbamate